Cl[Si](C[Si](C[Si](Cl)(Cl)Cl)(Cl)Cl)(Cl)Cl 1,1,1,3,3,5,5,5-octachloro-1,3,5-trisilapentane